(4-methoxybenzylidene)-2-(4-(dimethylamino)styryl)oxazol-5(4H)-one COC1=CC=C(C=C2N=C(OC2=O)C=CC2=CC=C(C=C2)N(C)C)C=C1